3-(2-chlorothiazol-5-yl)-8-methyl-5-oxo-6-phenyl-2,3-dihydrothiazolo[3,2-a]pyrimidin ClC=1SC(=CN1)C1CSC2N1C(C(=CN2C)C2=CC=CC=C2)=O